C(C)OC(C(C(COCC1=CC=CC=C1)N)F)=O.CC1=NC(=CC(=N1)NC1=CC(=C(N=N1)C(=O)NOCC)NC1=C(C(=CC=C1)C1=NC=CC=N1)OC)C 6-((2,6-dimethyl-pyrimidin-4-yl)amino)-N-ethoxy-4-((2-methoxy-3-(pyrimidin-2-yl)phenyl)amino)pyridazine-3-carboxamide ethyl-3-amino-4-(benzyloxy)-2-fluorobutyrate